6-bromo-N-[5-(2-cyanoethyl)-4,6-dimethoxy-pyrimidin-2-yl]-1H-indole-3-sulfonic acid amide BrC1=CC=C2C(=CNC2=C1)S(=O)(=O)NC1=NC(=C(C(=N1)OC)CCC#N)OC